C(C)OC(=O)C1=C(C=NN1)Br 4-bromo-1H-pyrazole-5-carboxylic acid ethyl ester